ClC1=C(C(=CC=C1)N=C=S)OC(F)F 1-chloro-2-(difluoromethoxy)-3-isothiocyanatobenzene